FC(CCN1CCN(CC1)C1=CC=C(C=C1)B1OC(C(O1)(C)C)(C)C)O fluoro-3-(4-(4-(4,4,5,5-tetramethyl-1,3,2-dioxaborolan-2-yl)phenyl)piperazin-1-yl)propan-1-ol